tert-butyl 2'-(2-bromopyrimidin-4-yl)-4'-oxo-5'-(2,4,6-trimethoxybenzyl)-1',4',5',6'-tetrahydrospiro[piperidine-3,7'-pyrrolo[3,2-c]pyridine]-1-carboxylate BrC1=NC=CC(=N1)C1=CC=2C(N(CC3(C2N1)CN(CCC3)C(=O)OC(C)(C)C)CC3=C(C=C(C=C3OC)OC)OC)=O